tert-Butyl 4-(1-(4-bromo-1H-indol-1-yl)ethyl)piperidine-1-carboxylate BrC1=C2C=CN(C2=CC=C1)C(C)C1CCN(CC1)C(=O)OC(C)(C)C